Cl.COC1=C(C=C(C(=C1)C(F)(F)F)OC)[C@@H]1CNCCC1 (R)-3-(2,5-dimethoxy-4-(trifluoromethyl)phenyl)piperidine hydrochloride